[Ag].[Pd].[Cu] copper-palladium-silver